C(C)(C)(C)OC(=O)N(CCCCOCCOC1=NC=2C=C(C=CC2C2=C1N=C(N=C2)NC)C(=O)OC)CC2=CC(=C(C=C2)OC(F)(F)F)Cl Methyl 5-(2-(4-((tert-butoxycarbonyl)(3-chloro-4-(trifluoromethoxy)benzyl)amino)butoxy)ethoxy)-3-(methylamino)pyrimido[4,5-c]quinoline-8-carboxylate